C(C)(C)(C)C=1C=C(CCC(=O)NCCCCCCNC(CCC2=CC(=C(C(=C2)C(C)(C)C)O)C(C)(C)C)=O)C=C(C1O)C(C)(C)C N,N'-hexamethylenebis-(3,5-di-t-butyl-4-hydroxyhydrocinnamamide)